NC1=C2N(C(N(C2=NC(N1)=NS(=O)(=O)CCC)CC1=CC=CC=C1)=O)C(=O)N(CCC)CC 6-amino-9-benzyl-N-ethyl-8-oxo-N-propyl-2-(propylsulfonylimino)purine-7-carboxamide